FC1CN(C1)C1=C(C(=C(N=N1)OC1=C(C=C(C=C1)F)C)C(=O)NC1=CC(=CC=C1)S(=O)(=O)C)C (3-fluoroazetidin-1-yl)-3-(4-fluoro-2-methyl-phenoxy)-5-methyl-N-(3-methylsulfonylphenyl)pyridazine-4-carboxamide